(2S)-2-amino-6-hydroxy-4-oxohexanoic acid N[C@H](C(=O)O)CC(CCO)=O